C(C1=CC=CC=C1)SC1=CN=C(S1)CN(C)C 1-(5-(benzylthio)thiazol-2-yl)-N,N-dimethylmethanamine